BrC=1C(=NC(=CC1)N1C=CC2=C1N=NC(=C2C)Cl)C(=O)OCC ethyl 3-bromo-6-{3-chloro-4-methyl-7H-pyrrolo[2,3-c]pyridazin-7-yl}pyridine-2-carboxylate